7-(2-chloro-6-methyl-phenyl)-N5-(4-piperidyl)isoquinoline-3,5-diamine ClC1=C(C(=CC=C1)C)C=1C=C(C=2C=C(N=CC2C1)N)NC1CCNCC1